1,2,3,4-Tetra-O-acetyl-α-L-rhamnose C(C)(=O)O[C@H]1[C@H](OC(C)=O)[C@H](OC(C)=O)[C@@H](OC(C)=O)[C@@H](O1)C